NC=CC(=O)OC(C(=C)C)=O Aminoacrylmethacrylat